N2-(2-chlorobenzyl)-N3-(1H-indol-4-yl)quinoxaline-2,3-diamine ClC1=C(CNC2=NC3=CC=CC=C3N=C2NC2=C3C=CNC3=CC=C2)C=CC=C1